ClC=1C=C(C=C(C1)Cl)C1(CC(=NO1)C1=CC(=C(C(=O)NNC(C2=C(C=CC(=C2)F)C)=O)C=C1)C)C(F)(F)F 4-(5-(3,5-dichlorophenyl)-5-(trifluoromethyl)-4,5-dihydroisoxazol-3-yl)-N'-(5-fluoro-2-methylbenzoyl)-2-methylbenzoyl-hydrazine